S1C2=C(C=C1)C=CC=C2[C@@H](C)NC(=O)C=2C=NC1=C(C=CC=C1C2)OC2=CC=C(C=C2)C(F)(F)F (R)-N-(1-(benzo[b]thiophen-7-yl)ethyl)-8-(4-(trifluoromethyl)phenoxy)quinoline-3-carboxamide